2-(4-methylpiperidin-4-yl)pyrimidine HCl salt Cl.CC1(CCNCC1)C1=NC=CC=N1